6-(6-((4-(trifluoromethyl)phenyl)amino)-1,2,3,4-tetrahydroisoquinoline-2-carbonyl)pyridin FC(C1=CC=C(C=C1)NC=1C=C2CCN(CC2=CC1)C(=O)C1=CC=CC=N1)(F)F